2-bromo-5-(3-methoxypropoxy)benzoic acid BrC1=C(C(=O)O)C=C(C=C1)OCCCOC